ClC1=C(OCC=2C=C(OC3CCN(CC3)CC3=NC4=C(N3CC=3OC=CN3)C=C(C=C4)C(=O)O)C=CC2)C=CC(=C1)Cl 2-[(4-{3-[(2,4-dichlorophenoxy)methyl]phenoxy}piperidin-1-yl)methyl]-1-[(1,3-oxazol-2-yl)methyl]-1H-1,3-benzodiazole-6-carboxylic acid